FC1=C(C=CC(=C1)OC1=NN(C=C1)C=1C=NC(=NC1)OC)NC1=NC=NC2=CC(=C(C=C12)NC1CC2(CN(C2)C(=O)OC(C)(C)C)C1)OC tert-butyl 6-((4-((2-fluoro-4-((1-(2-methoxypyrimidin-5-yl)-1H-pyrazol-3-yl) oxy) phenyl) amino)-7-methoxyquinazolin-6-yl) amino)-2-azaspiro[3.3]heptane-2-carboxylate